6-(2-naphthylthio)bicyclo[2.2.1]heptan-2-carboxylat C1=C(C=CC2=CC=CC=C12)SC1CC2CC(C1C2)C(=O)[O-]